O=C1NC(CCC1N1C(C2=CC=C(C=C2C1)N1CCN(CC1)CCN1CCN(CC1)C1=CC=C(OC=2C3=C(SC2C2=CC=C(C=C2)F)C=C(C=C3)B(O)O)C=C1)=O)=O (3-(4-(4-(2-(4-(2-(2,6-dioxopiperidin-3-yl)-1-oxoisoindolin-5-yl)piperazin-1-yl)ethyl)piperazin-1-yl)phenoxy)-2-(4-fluorophenyl)benzo[b]thiophen-6-yl)boronic acid